triethyltetradecylphosphine bis(2,4,4-trimethylpentyl)hypophosphite CC(CP(=O)(O)CC(CC(C)(C)C)C)CC(C)(C)C.C(C)C(CCCCCCCCCCCCCP)(CC)CC